N1C(=NC2=C1C=CC=C2)CN2CC(C2)C=2OC(=CN2)C(=O)NCC2=NC=CC=C2F 2-(1-((1H-benzo[d]imidazol-2-yl)methyl)azetidin-3-yl)-N-((3-fluoropyridin-2-yl)methyl)oxazole-5-carboxamide